FC1=NC(=CC=C1C1=NN=C(S1)C(=O)N1[C@H](C2=CC=CC=C2[C@H](C1)C=1C=NN(C1C)C)C)F |r| [5-(2,6-difluoro-3-pyridyl)-1,3,4-thiadiazol-2-yl]-[rac-(1S,4S)-4-(1,5-dimethylpyrazol-4-yl)-1-methyl-3,4-dihydro-1H-isoquinolin-2-yl]methanone